C(C)(=O)N1[C@H](CCC2=CC(=CC=C12)C1=CC=C(CNC(=O)C2=NN3C(C(=NC(=C3Cl)C=3C=NC(=NC3)N)N3CCOCC3)=C2)C=C1)C (S)-N-(4-(1-Acetyl-2-methyl-1,2,3,4-tetrahydroquinolin-6-yl)benzyl)-6-(2-aminopyrimidin-5-yl)-7-chloro-4-morpholinopyrazolo[1,5-a]pyrazine-2-carboxamide